[4-Fluoro-3-(7-morpholin-4-yl-quinazolin-4-yl)-phenyl]-[1,2,4]-triazolo[1,5-a]-pyrazin-8-ylmethanol FC1=C(C=C(C=C1)C(O)C=1C=2N(C=CN1)N=CN2)C2=NC=NC1=CC(=CC=C21)N2CCOCC2